Cl.N1CCC(CC1)NC1=C2C(=NC=3N1N=CC3)C3(CC3)CC2 N-(piperidin-4-yl)-6,7-dihydrospiro[cyclopenta[d]pyrazolo[1,5-a]pyrimidine-5,1'-cyclopropane]-8-amine hydrochloride